FC1(CCC(C2=NN=C(C3=C(C=C(C(C(CCC1)O)=N3)C(F)(F)F)NC(OC(C)(C)C)=O)O2)(C(F)(F)F)O)F tert-butyl N-[9,9-difluoro-6,13-dihydroxy-6,15-bis(trifluoromethyl)-19-oxa-3,4,18-triazatricyclo[12.3.1.12,5]nonadeca-1(17),2,4,14(18),15-pentaen-17-yl]carbamate